ClC=1C=C(C=CC1)[C@@H]1N(C[C@H](N(C1)C(C(C)C)=O)C)C(C(=O)NC=1C=C(C(=NC1)NC(OC(C)(C)C)=O)C1CC1)=O tert-butyl (5-(2-((2S,5R)-2-(3-chlorophenyl)-4-isobutyryl-5-methylpiperazin-1-yl)-2-oxoacetamido)-3-cyclopropylpyridin-2-yl)carbamate